BrC=1C(=CC=2C3=C(C(=NC2C1F)Cl)NC(CN3C3C1CN(C3C1)C(=O)OC(C)(C)C)=O)I tert-Butyl (endo)-5-(8-bromo-5-chloro-7-fluoro-9-iodo-3-oxo-3,4-dihydropyrazino[2,3-c]quinolin-1(2H)-yl)-2-azabicyclo[2.1.1]hexane-2-carboxylate